NC/C(/CN1N=CN(C1=O)C1=NC=C(C=C1C)N1CCNCC1)=C\F 2-[(2E)-2-(aminomethyl)-3-fluoroprop-2-en-1-yl]-4-[3-methyl-5-(piperazin-1-yl)pyridin-2-yl]-2,4-dihydro-3H-1,2,4-triazol-3-one